C(C(C)C)N1C2C(C3(N=CC2C(CC1)C3)C(=O)NCC3=CC=CC=C3)CC3=CC=CC=C3 4-isobutyl-1-benzylaminocarbonyl-2-benzyl-4,10-diazatricyclo[5.3.1.03,8]undeca-9-ene